2-aminooctadecane-1,3,4-triol NC(CO)C(C(CCCCCCCCCCCCCC)O)O